N4-[2-(dimethylphosphoryl)-4-(trifluoromethoxy)phenyl]-N2-[(3S)-piperidin-3-yl]-5-(trifluoromethyl)pyrimidin-2,4-diamine CP(=O)(C)C1=C(C=CC(=C1)OC(F)(F)F)NC1=NC(=NC=C1C(F)(F)F)N[C@@H]1CNCCC1